O=C1NC(CCC1N1C(C2=CC=CC(=C2C1=O)N1CCC(CC1)CN(C(OC(C)(C)C)=O)C)=O)=O Tert-butyl N-[[1-[2-(2,6-dioxo-3-piperidyl)-1,3-dioxo-isoindolin-4-yl]-4-piperidyl]methyl]-N-methyl-carbamate